2-amino-7-(2,2-difluoroethyl)-9-((2R,3S,4S,5R)-4-fluoro-3-hydroxy-5-(hydroxymethyl)tetrahydrofuran-2-yl)-7,9-dihydro-1H-purine-6,8-dione NC=1NC(C=2N(C(N(C2N1)[C@@H]1O[C@@H]([C@H]([C@H]1O)F)CO)=O)CC(F)F)=O